5-bromo-3-(ethylsulfanyl)-N-[2-(methylamino)-5-(1,1,2,2,2-pentafluoroethyl)pyridin-3-yl]pyridine-2-carboxamide BrC=1C=C(C(=NC1)C(=O)NC=1C(=NC=C(C1)C(C(F)(F)F)(F)F)NC)SCC